C(C)(C)(C)[C@@H]1N(CCN(C1C)C=1C2=C(N(C(N1)=O)C=1C(=NC=CC1C)C(C)C)N=C(C(=C2)Cl)C2=C(C=CC=C2)N(C([2H])([2H])[2H])C([2H])([2H])[2H])C(=O)O tert-butyl-(S)-4-(7-(2-(bis(methyl-d3)amino)phenyl)-6-chloro-1-(2-isopropyl-4-methylpyridin-3-yl)-2-oxo-1,2-dihydropyrido[2,3-d]pyrimidin-4-yl)-3-methylpiperazine-1-carboxylic acid